C(C)(C)(C)OC(=O)NCCCN1C(CCC1)C=1C=C(C(=O)O)C=CC1 3-[1-[3-(tert-Butoxycarbonylamino)propyl]pyrrolidin-2-yl]benzoic acid